tert-butyl N-[(3R,5R)-1-[3-[[3-(difluoromethyl)-1-[4-(2-oxoethyl)cyclohexyl]pyrazol-4-yl]carbamoyl]pyrazolo[1,5-a]pyrimidin-5-yl]-5-fluoro-3-piperidyl]carbamate FC(C1=NN(C=C1NC(=O)C=1C=NN2C1N=C(C=C2)N2C[C@@H](C[C@H](C2)F)NC(OC(C)(C)C)=O)C2CCC(CC2)CC=O)F